4-[6-(4-hydroxyphenyl)-4-phenylpyridin-2-yl]benzoic acid OC1=CC=C(C=C1)C1=CC(=CC(=N1)C1=CC=C(C(=O)O)C=C1)C1=CC=CC=C1